ethyl 3-(5-bromo-2-tetrahydropyran-2-yl-1,2,4-triazol-3-yl)-3-phenyl-propionate BrC=1N=C(N(N1)C1OCCCC1)C(CC(=O)OCC)C1=CC=CC=C1